IC=1C(=CC(=C(CC=2C(=NC(=NC2)N)N)C1)OC)C(C)C 5-(5-Iodo-4-isopropyl-2-methoxy-benzyl)-pyrimidine-2,4-diamine